methyl 3-(4-methoxy-3-(prop-1-en-2-yl)phenyl)propanoate COC1=C(C=C(C=C1)CCC(=O)OC)C(=C)C